(5S)-9,9-dimethyl-2-(5-methyl-1,2-oxazole-3-carbonyl)-8-oxo-2-azaspiro[4.5]dec-6-ene-7-carbonitrile CC1(C(C(=C[C@@]2(CCN(C2)C(=O)C2=NOC(=C2)C)C1)C#N)=O)C